C(#N)C1CC2(C1)C[C@H](N(CC2)CC2=C1C=CNC1=C(C=C2OC)C)C2=CC=C(C(=O)N[C@@H](CC1=CC=CC=C1)C(=O)O)C=C2 (4-((2S,4r,6S)-2-cyano-7-((5-methoxy-7-methyl-1H-indol-4-yl)methyl)-7-azaspiro[3.5]nonan-6-yl)benzoyl)-L-phenylalanine